di-tert-butyl 5-aminoisophthalate NC=1C=C(C=C(C(=O)OC(C)(C)C)C1)C(=O)OC(C)(C)C